N1C(CCC1)C1CC(=CC2=CC[C@H]3[C@@H]4CCC([C@@]4(C)CC[C@@H]3[C@@]12C)=O)C1NCCC1 1,3-ditetrahydro-pyrrolyl-androsta-3,5-dien-17-one